2-fluoro-6-[(3-chlorobenzyl)amino]-9-(tetrahydrofuran-2-yl)-9H-purine FC1=NC(=C2N=CN(C2=N1)C1OCCC1)NCC1=CC(=CC=C1)Cl